COCCOC=1C=C(C=2N(C1)N=CC2C#N)C=2C=NC(=CC2)N2CCN(CC2)CC2=NC=CC=C2 6-(2-methoxyethoxy)-4-(6-(4-(pyridin-2-ylmethyl)piperazin-1-yl)pyridin-3-yl)pyrazolo[1,5-a]pyridine-3-carbonitrile